tert-Butyl 2-(6-aminopyridazin-4-yl)-4,4-difluoropiperidine-1-carboxylate NC1=CC(=CN=N1)C1N(CCC(C1)(F)F)C(=O)OC(C)(C)C